N1C=C(C2=CC=CC=C12)CCNC=1N=C2N(C(N1)C1=CC=CC=C1)C(=CC(=N2)C)O 2-{[2-(1H-indol-3-yl)ethyl]amino}-8-methyl-4-phenyl-4H-pyrimido[1,2-a][1,3,5]triazin-6-ol